5-fluoro-3-methylaniline FC=1C=C(C=C(N)C1)C